3-((tert-butyldimethylsilyloxy)prop-1-en-1-yl)-3-nitro-2-(prop-1-en-2-yl)pyridine [Si](C)(C)(C(C)(C)C)OCC=CC1(C(N=CC=C1)C(=C)C)[N+](=O)[O-]